2-((S)-4-((S)-4-chloro-3-(methyl-d3)-2'-(((S)-1-methylpyrrolidin-2-yl)methoxy)-5',8'-dihydro-6'H-spiro[inden-1,7'-quinazolin]-4'-yl)-1-(2-fluoroacryloyl)piperazin-2-yl)acetonitrile ClC1=C2C(=C[C@@]3(CCC=4C(=NC(=NC4C3)OC[C@H]3N(CCC3)C)N3C[C@@H](N(CC3)C(C(=C)F)=O)CC#N)C2=CC=C1)C([2H])([2H])[2H]